C(#N)C1=CC=C(C=N1)C(=O)NC1=C(C=C(C=C1)F)S(=O)(=O)C 6-cyano-N-(4-fluoro-2-methanesulfonylphenyl)pyridine-3-carboxamide